Rac-(4-amino-7-fluoroimidazo[1,5-a]quinoxalin-8-yl)((4bR,8aR)-2-(trifluoromethyl)-4b,6,7,8,8a,9-hexahydro-5H-cyclopenta[1,2-b:3,4-b']dipyridin-5-yl)methanone NC=1C=2N(C3=CC(=C(C=C3N1)F)C(=O)N1[C@@H]3[C@H](CCC1)CC1=NC(=CC=C13)C(F)(F)F)C=NC2 |r|